FC(C(=O)O[C@@H](CN(C(C(F)(F)F)=O)C)[C@@H]1C[C@@H]2[C@@H](OC(O2)(C)C)O1)(F)F (S)-1-((3aR,5S,6aR)-2,2-dimethyltetrahydrofuro[2,3-d][1,3]dioxol-5-yl)-2-(2,2,2-trifluoro-N-methylacetamido)ethyl 2,2,2-trifluoroacetate